N[C@H](CC#N)C (S)-3-aminobutyronitrile